C(=O)O.F[C@@H]1C(NC(C[C@@H]1N1CCC2=C1N=NC(=C2)C2=CC1=C(NC(O1)=O)C=C2O)(C)C)(C)C 6-{7-[(3S,4S)-3-fluoro-2,2,6,6-tetramethylpiperidin-4-yl]-6,7-dihydro-5H-pyrrolo[2,3-c]pyridazin-3-yl}-5-hydroxy-1,3-benzoxazol-2(3H)-one formate